FC(OC1=C(C(=O)NCC2=NN3C(=NC=4C=CC=CC4C3=C2)SCC2CN(C2)C(=O)OC(C)(C)C)C=CC=C1)(F)F tert-butyl 3-(((2-((2-(trifluoromethoxy)benzamido)methyl)pyrazolo[1,5-c]quinazolin-5-yl)thio)methyl)azetidine-1-carboxylate